3-Phenylisoxazolin C1(=CC=CC=C1)C1=NOCC1